Cl.FC1=CC(=CC2=C1[C@@H]1NCCC[C@@H]1O2)OC(F)(F)F |r| rac-(4aS,9bS)-9-fluoro-7-(trifluoromethoxy)-1,2,3,4,4a,9b-hexahydrobenzofuro[3,2-b]pyridine hydrochloride